O1CCN(CC1)C1=NC=2N(C=C1)N=CC2N 5-Morpholinopyrazolo[1,5-a]pyrimidin-3-amine